(S)-3-(3-methoxy-4-(4-((1,4,5,6-tetrahydropyrimidin-2-yl)amino)piperidin-1-yl)benzamido)-2-(phenylsulfonamido)propanoic acid COC=1C=C(C(=O)NC[C@@H](C(=O)O)NS(=O)(=O)C2=CC=CC=C2)C=CC1N1CCC(CC1)NC=1NCCCN1